(2R)-5-guanidino-N-(4-hydroxybenzyl)-2-(2-phenyl-2-(piperidin-1-yl)acetamido)pentanamide N(C(=N)N)CCC[C@H](C(=O)NCC1=CC=C(C=C1)O)NC(C(N1CCCCC1)C1=CC=CC=C1)=O